[Zr].C(C)CC(CC(=O)OOC(C)C)=O.C(C)CC(CC(=O)OOC(C)C)=O bis(isopropoxy) bis(ethylacetoacetate) zirconium